6-(4-hydroxy-6-methyl-indan-5-yl)-4-methyl-3-[[(3R)-3-piperidyl]amino]-1,2,4-triazin-5-one OC1=C2CCCC2=CC(=C1C=1C(N(C(=NN1)N[C@H]1CNCCC1)C)=O)C